tertbutyl N-[(4-ethynyl-2-pyridyl)methyl]carbamate C(#C)C1=CC(=NC=C1)CNC(OC(C)(C)C)=O